COC=1C=C2C=CN(C2=CC1)C[C@@H](C)N1CCCCC1 (R)-5-methoxy-1-(2-(1-piperidinyl)propyl)-1H-indole